(1r,4R)-4-(3-chloroanilino)-2'-[(2R)-3-hydroxy-2-methylpropyl]spiro[cyclohexane-1,1'-indene]-4-carboxylic acid ClC=1C=C(NC2(CCC3(C(=CC4=CC=CC=C34)C[C@H](CO)C)CC2)C(=O)O)C=CC1